C(C)(=O)N1CC=2N(CC1)C(=NC2C=2C=CC=C1C=C(N=CC21)C=2C=CC(=NC2)C(=O)NCC#CC2=C(C(=CC=C2)C(NC2C(NC(CC2)=O)=O)=O)F)CC 5-(8-(7-Acetyl-3-ethyl-5,6,7,8-tetrahydroimidazo[1,5-a]pyrazin-1-yl)isoquinolin-3-yl)-N-(3-(3-((2,6-dioxopiperidin-3-yl)carbamoyl)-2-fluorophenyl)prop-2-yn-1-yl)picolinamide